CN([Si](O[Si](O[SiH](C)C)(C)O[SiH](C)C)(C)C)C 1-dimethylamino-3-(dimethylsiloxy)-1,1,3,5,5-pentamethyltrisiloxane